2-(1-(2-chloro-6,7-dimethoxyquinazolin-4-yl)azetidin-3-yl)ethanamine 2,2,2-trifluoroacetate FC(C(=O)O)(F)F.ClC1=NC2=CC(=C(C=C2C(=N1)N1CC(C1)CCN)OC)OC